C(CCCCCC=CC)[Si](O[Si](C)(C)C)(C)CCCCCCC=CC di(7-nonenyl)tetramethyl-disiloxane